C(=O)(O)C=1C=C(C=CC1C(=O)O)C(C(F)(F)F)(C(F)(F)F)C1=CC(=C(C=C1)C(=O)O)C(=O)O 2,2-bis(3,4-dicarboxyphenyl)Hexafluoropropane